O[N+](O)(CC)[O-] N,N-dihydroxyethyl-amine oxide